Ethoxycarbonyltriphenylphosphonium bromid [Br-].C(C)OC(=O)[P+](C1=CC=CC=C1)(C1=CC=CC=C1)C1=CC=CC=C1